BrC1=CC=C(C=N1)CC#N 2-(6-bromopyridin-3-yl)acetonitrile